CN(C)CC[C@H](C=1SC=CC1)O |r| (RS)-N,N-dimethyl-3-hydroxy-3-(2-thienyl)propylamine